FC1=C(C(=CC=C1)F)C(C=O)(C)C 2-(2,6-difluorophenyl)-2-methylpropanal